2-[4-(2-benzyloxy-2-oxo-ethyl)phenyl]acetic acid C(C1=CC=CC=C1)OC(CC1=CC=C(C=C1)CC(=O)O)=O